4-methoxyphenylhydrazine hydrochloride salt Cl.COC1=CC=C(C=C1)NN